2-(2-chlorophenyl)-N-{4-[4-(methylsulfanyl)-1H-pyrazol-1-yl]-3-sulfamoylphenyl}acetamide ClC1=C(C=CC=C1)CC(=O)NC1=CC(=C(C=C1)N1N=CC(=C1)SC)S(N)(=O)=O